FC(CN1C(=NC2=C1C=C(C=C2F)C2=CNC=1N=C(N=CC12)NC1CCC(CC1)NC(C)=O)C)F N-((1r,4r)-4-((5-(1-(2,2-difluoroethyl)-4-fluoro-2-methyl-1H-benzo[d]imidazol-6-yl)-7H-pyrrolo[2,3-d]pyrimidin-2-yl)amino)cyclohexyl)acetamide